rac-(1S,2R,4S)-4-(5-amino-1-(tert-butyl)-1H-pyrazol-3-yl)-2-methoxycyclopentyl bicyclo[1.1.1]pentan-1-ylcarbamate C12(CC(C1)C2)NC(O[C@@H]2[C@@H](C[C@@H](C2)C2=NN(C(=C2)N)C(C)(C)C)OC)=O |r|